7-hydroxy-8-methylchroman-4-one OC1=CC=C2C(CCOC2=C1C)=O